C(C1=CC=CC=C1)CC(=O)N (2-benzyl)-acetamide